ClC1=C(NC2=C(C(=O)N)C=C(C(=C2F)F)CC2=C(C(=NC=C2)NS(NC2CC2)(=O)=O)F)C=CC(=C1)I 2-(2-chloro-4-iodoanilino)-5-[[2-(cyclopropylsulfamoylamino)-3-fluoropyridin-4-yl]methyl]-3,4-difluorobenzamide